[Cu].[V].O water vanadium copper